NC1=C(C=C(C=C1)OC)NCCNC(=O)C1CC1 N-(2-((2-amino-5-methoxyphenyl)amino)ethyl)cyclopropanecarboxamide